C(C)(=O)OCCC1=CN=C2N1C(=CC=C2C=2C=1N(C(=NC2)NCC2=C(C=CC3=C2CCO3)F)C=NN1)C 2-(8-(5-(((5-fluoro-2,3-dihydrobenzofuran-4-yl)methyl)amino)-[1,2,4]triazolo[4,3-c]pyrimidin-8-yl)-5-methylimidazo[1,2-a]pyridin-3-yl)ethyl acetate